N-(3-fluoro-4,7-dimethyl-8-oxo-5,6,7,8-tetrahydronaphthalen-1-yl)acetamide FC=1C=C(C=2C(C(CCC2C1C)C)=O)NC(C)=O